CC(C(=O)C1=CC(=C(C(=C1)OC)OC)OC)=C 2-methyl-1-(3,4,5-trimethoxyphenyl)prop-2-en-1-one